1,1-difluoro-1-iodo-2-(4-trifluoromethylphenyl)pent-4-en-2-ol FC(C(CC=C)(O)C1=CC=C(C=C1)C(F)(F)F)(I)F